(2Z)-2-([2-Fluoro-4-methyl-5-[(2,2,2-trifluoroethyl)sulfanyl]phenyl]imino)-3-(2,2,2-trifluoroethyl)-1,3-thiazolidin-4-on FC1=C(C=C(C(=C1)C)SCC(F)(F)F)\N=C\1/SCC(N1CC(F)(F)F)=O